C(#N)C(C)(C)C1=CC=C(C=C1)NC(CC1=CC=C(C=C1)C1=CC=2N(C=C1)N=CN2)=O N-[4-(2-Cyanopropan-2-yl)phenyl]-2-[4-([1,2,4]triazolo[1,5-a]pyridin-7-yl)phenyl]acetamide